1-(2-bromoethyl)-4-propylcyclohexane BrCCC1CCC(CC1)CCC